(2H)-2,3-naphthyridine C1NN=CC2=CC=CC=C12